2-(6-(4-ethylpiperazin-1-yl)pyridin-2-yl)-4-(2-fluoro-6-methoxyphenyl)-2,3-dihydro-1H-pyrrolo[3,4-c]pyridin-1-one C(C)N1CCN(CC1)C1=CC=CC(=N1)N1CC=2C(=NC=CC2C1=O)C1=C(C=CC=C1OC)F